1-[4-[1-methyl-4-(trifluoromethyl)imidazol-2-yl]phenyl]ethanol CN1C(=NC(=C1)C(F)(F)F)C1=CC=C(C=C1)C(C)O